4-((4-aminophenyl)methyl)-2-methylbenzenamine NC1=CC=C(C=C1)CC1=CC(=C(C=C1)N)C